C(PCCCCCCCCCCCCC)OB(O)O 2-phospha-pentadecylboric acid